ClC=1C(=CC(=NC1)NC1CCN(CC1)C(=O)OC(C)(C)C)C=1C=C(C2=C(N(C=N2)C(C)C)C1)F Tert-butyl 4-((5-chloro-4-(4-fluoro-1-isopropyl-1H-benzo[d]imidazol-6-yl)pyridin-2-yl)amino)piperidine-1-carboxylate